6-(2-chlorophenyl)-2-((4-((2-(dimethylamino)ethyl)(methyl)amino)phenyl)amino)-8-methyl-5-vinylpyrido[2,3-d]pyrimidin-7(8H)-one ClC1=C(C=CC=C1)C1=C(C2=C(N=C(N=C2)NC2=CC=C(C=C2)N(C)CCN(C)C)N(C1=O)C)C=C